racemic-methyl 3-cyclohexene-1-carboxylate [C@@H]1(CC=CCC1)C(=O)OC |r|